7-(8-ethylnaphthalen-1-yl)-8-fluoro-2-(((2R,7aS)-2-fluorotetrahydro-1H-pyrrolizin-7a(5H)-yl)methoxy)pyrido[4,3-d]pyrimidin-4-amine C(C)C=1C=CC=C2C=CC=C(C12)C1=C(C=2N=C(N=C(C2C=N1)N)OC[C@]12CCCN2C[C@@H](C1)F)F